ClC1=C(C=CC(=C1)N1N=C(N=C1)C1=CC=C(C=C1)OC(F)(F)F)NC(=O)\N=C\1/SCC(N1C1=C(C=CC(=C1)C)OCCC(F)(F)F)=O (Z)-1-(2-chloro-4-(3-(4-(trifluoromethoxy)phenyl)-1H-1,2,4-triazol-1-yl)phenyl)-3-(3-(5-methyl-2-(3,3,3-trifluoropropoxy)phenyl)-4-oxothiazolidin-2-ylidene)urea